CN(C1=CC=C(C=C1)C1=CC=C(C=C1)CN(C(=O)C1CCCCC1)C=1C=C(C=CC1)NC(C1=NC=CC=C1)=O)C N-(3-(N-((4'-(dimethylamino)-[1,1'-biphenyl]-4-yl)methyl)cyclohexanecarboxamido)phenyl)picolinamide